Cobaltocenium C1C=CC=C1.[CH-]1C=CC=C1.[Co+2]